[F-].[K+] potassium fluoride